COC1=CC=C(CN(S(=O)(=O)CCCN(C(OC(C)(C)C)=O)C=2N=CC3=CC(=C(C=C3C2)I)Br)CC2=CC=C(C=C2)OC)C=C1 tert-butyl (3-(N,N-bis(4-methoxybenzyl)sulfamoyl)propyl)(7-bromo-6-iodoisoquinolin-3-yl)carbamate